(4-(2-ethylbutyl)piperazin-1-yl)(2-(5-methylfuran-2-yl)quinolin-4-yl)methanone C(C)C(CN1CCN(CC1)C(=O)C1=CC(=NC2=CC=CC=C12)C=1OC(=CC1)C)CC